COC(C(=C)COCC=C)=O.COC=1C(=CC2=C(C=C(C(O2)=C=O)NC(C)=O)C1)OC N-(6,7-dimethoxy-2-carbonyl-2H-benzopyran-3-yl)acetamide methyl-α-(allyloxymethyl)acrylate